6-(2-methyl-allyl)imidazo[1,2-a]pyridine CC(CC=1C=CC=2N(C1)C=CN2)=C